COC(=O)C(N[C@H](C(NN(C[C@@H]([C@@H](NC([C@@H](NC)C(C)(C)C)=O)CC1=CC=CC=C1)O)CC1=CC=C(C=C1)C1=NC=CC=C1)=O)C(C)(C)C)C(=O)OC (3S,8S,9S,12S)-3,12-bis(1,1-dimethyl-ethyl)-8-hydroxy-4,11-dioxo-9-(phenylmethyl)-6-[[4-(2-pyridinyl)phenyl]methyl]-2,5,6,10,13-pentaazatetradecanedicarboxylic acid dimethyl ester